Tert-butyl 4-(7-((S)-1-(((S)-1-((1-cyanocyclopropyl) amino)-4-methyl-1-oxopentan-2-yl) amino)-2,2,2-trifluoroethyl) dibenzo[b,d]furan-2-yl)-1H-pyrazole-1-carboxylate C(#N)C1(CC1)NC([C@H](CC(C)C)N[C@H](C(F)(F)F)C1=CC2=C(C3=C(O2)C=CC(=C3)C=3C=NN(C3)C(=O)OC(C)(C)C)C=C1)=O